3-(butyramido(8-hydroxy-5-methyl-quinolin-7-yl)meth-yl)-N-(4-(((2-(2,6-dioxopiperidin-3-yl)-1-oxoisoindolin-4-yl)amino)meth-yl)cyclohexyl)benzamide C(CCC)(=O)NC(C=1C=C(C(=O)NC2CCC(CC2)CNC2=C3CN(C(C3=CC=C2)=O)C2C(NC(CC2)=O)=O)C=CC1)C1=CC(=C2C=CC=NC2=C1O)C